C(C1=CC=CC=C1)N1C(C1)C1=CC=C(C=C1)C(F)(F)F 1-benzyl-2-(4-(trifluoromethyl)phenyl)aziridine